C(CCC)(=O)[O-].[C+4].C(CCC)(=O)[O-].C(CCC)(=O)[O-].C(CCC)(=O)[O-] carbon butyrate